2-(6-bromopyridin-3-yl)-4-ethylthiazole BrC1=CC=C(C=N1)C=1SC=C(N1)CC